rel-3-(5-fluoro-2-methyl-6-{[(1r,4r)-4-(trifluoromethyl)cyclohexyl]oxy}-pyrimidin-4-yl)-1-(4-methylbenzenesulfonyl)-4-(2,2,2-trifluoroethyl)-1H,4H,5H-pyrrolo[3,2-b]pyridin-5-one FC=1C(=NC(=NC1OC1CCC(CC1)C(F)(F)F)C)C1=CN(C2=C1N(C(C=C2)=O)CC(F)(F)F)S(=O)(=O)C2=CC=C(C=C2)C